(R)-6-(1-(3,4-Dimethoxyphenyl)ethyl)-5-methyl-2-phenyl-3-(piperidin-1-yl)pyrazolo[1,5-a]pyrimidin-7(4H)-one COC=1C=C(C=CC1OC)[C@@H](C)C1=C(NC=2N(C1=O)N=C(C2N2CCCCC2)C2=CC=CC=C2)C